C(C)(C)(C)NC(=O)C1=NC=CC(=C1)NC(CC1=C(C=C(C(=C1)O)C(C)(C)C#N)F)=O N-tert-butyl-4-[[2-[4-(1-cyano-1-methyl-ethyl)-2-fluoro-5-hydroxy-phenyl]acetyl]amino]pyridine-2-carboxamide